4-methyl-cyclohexanone CC1CCC(CC1)=O